3,3''-Dimethyl-5-(tributylstannyl)-[2,2':5',2''-terthiophene]-3',4'-dicarbonitrile CC1=C(SC(=C1)[Sn](CCCC)(CCCC)CCCC)C=1SC(=C(C1C#N)C#N)C=1SC=CC1C